COC1=CC=C(C=N1)C1CC(CCC1)=O 3-(6-methoxypyridin-3-yl)cyclohexan-1-one